[C@H](C)(CC)[C@@H]1N(CC2=C(NC1=O)C=CC=C2)C(=O)C=2C=NN(C2)CC(=O)N 2-(4-((S)-3-((S)-sec-butyl)-2-oxo-2,3,4,5-tetrahydro-1H-benzo[e][1,4]diazepine-4-carbonyl)-1H-pyrazol-1-yl)acetamide